1-chloro-3,3-dimethylbutane ClCCC(C)(C)C